ClC1=NC=C(C(=N1)OC1=NC=2C=CC3=C(C2N=C1)C1=C(S3)C(N[C@@H](CN1)C)=O)CN1CCN(CC1)C(=O)OC(C)(C)C tert-butyl (R)-4-((2-chloro-4-((10-methyl-8-oxo-9,10,11,12-tetrahydro-8H-[1,4]diazepino[5',6':4,5]thieno[3,2-f]quinoxalin-3-yl)oxy)pyrimidin-5-yl)methyl)piperazine-1-carboxylate